C(CCCCC)NCCCCCCCCS(=O)(=O)O 8-(hexylamino)octanesulfonic acid